C(C)OC(=O)C=1C(=NN2C1OCC(C2)OC)C2=C(C=CC=C2)F 2-(2-fluorophenyl)-6-methoxy-6,7-dihydro-5H-pyrazolo[5,1-b][1,3]oxazine-3-carboxylic acid ethyl ester